10-((3-methylbut-3-en-1-yl)oxy)dec-1-ene CC(CCOCCCCCCCCC=C)=C